6-fluoro-(1,2,4)triazolo(4,3-a)pyridine FC=1C=CC=2N(C1)C=NN2